COC=1C=CC2=C(O[C@@H](CN2C2=CC=C(C=C2)C(F)(F)F)CNC(C)=O)N1 |o1:8| (R)- or (S)-N-((6-methoxy-1-(4-(trifluoromethyl)phenyl)-2,3-dihydro-1H-pyrido[2,3-b][1,4]oxazin-3-yl)methyl)acetamide